4H-1,3-Dithiin S1CSCC=C1